2-methoxyethyl (S)-6-diazo-2-((S)-2-methoxypropanamido)-5-oxohexanoate [N+](=[N-])=CC(CC[C@@H](C(=O)OCCOC)NC([C@H](C)OC)=O)=O